ethyl 2-bromo-2-(1-tert-butyl-1H-indazol-7-yl)acetate BrC(C(=O)OCC)C=1C=CC=C2C=NN(C12)C(C)(C)C